carbonyl cyanide-4-(trifluoromethoxy)-phenylhydrazone FC(OC1=CC=C(C=C1)NN=C(C#N)C#N)(F)F